BrC=1C=C(C(N(C1)C)=O)NC1=NC(=CC=C1)N1CCN(CC1)C 5-bromo-1-methyl-3-(6-(4-methylpiperazin-1-yl)pyridin-2-ylamino)pyridin-2(1H)-one